4-[(4-amino-3-nitro-5-quinolinyl)oxy]-2-methyl-2-butanol NC1=C(C=NC2=CC=CC(=C12)OCCC(C)(O)C)[N+](=O)[O-]